CC=1C=C(\C=C/2\C(CCCCC2)=O)C=CC1 2-(E)-(3-methylbenzylidene)-1-cycloheptanone